6-(oxepan-2-yloxy)hexan-1-ol O1C(CCCCC1)OCCCCCCO